deca-3-en-4-ol CCC=C(CCCCCC)O